tert-butyl 4-[(4-tert-butyl-2-iodo-phenoxy)methyl]piperidine-1-carboxylate C(C)(C)(C)C1=CC(=C(OCC2CCN(CC2)C(=O)OC(C)(C)C)C=C1)I